5-(N,N-dibutylaminosulfonyl)amino-3-(1-hexylpiperidin-4-yl)-1H-indole C(CCC)N(S(=O)(=O)NC=1C=C2C(=CNC2=CC1)C1CCN(CC1)CCCCCC)CCCC